2-(furan-2-ylmethyl)-1,3-dioxane O1C(=CC=C1)CC1OCCCO1